ClC=CC1=CC=CC=C1 Chlorostyrol